dimethylsilylene(2,3,5-trimethylcyclopentadienyl)(2',4',5'-trimethylcyclopentadienyl)zirconium dichloride [Cl-].[Cl-].C[Si](=[Zr+2](C1C(=CC(=C1C)C)C)C1C(=C(C=C1C)C)C)C